4-amino-7-(bicyclo[1.1.1]pentan-1-yl)-6-fluoro-2-oxo-1,2-dihydroquinoline-3-carboxylic acid NC1=C(C(NC2=CC(=C(C=C12)F)C12CC(C1)C2)=O)C(=O)O